ClC1=NC(=CC2=C1CNC2=O)N2[C@@H](COCC2)C (R)-4-Chloro-6-(3-methylmorpholinyl)-2,3-dihydro-1H-pyrrolo[3,4-c]pyridin-1-one